C1(=CC=C(C=C1)OC1(CCC2=CC(=CC=C12)[N+](=O)[O-])OP(=O)(NCCBr)NCCBr)C1=CC=CC=C1 Bis((2-bromoethyl)amino)phosphinic acid ([1,1'-biphenyl]-4-yloxy)-5-nitro-2,3-dihydro-1H-inden-1-yl ester